COC=1C(=CC2=C(NC(O2)=O)C1)OC 5,6-dimethoxy-2-benzoxazolinone